Bis(n-propyl-cyclopentadienyl)hafnium C(CC)C1(C=CC=C1)[Hf]C1(C=CC=C1)CCC